N-carbamimidoyl-2-(2,6-dichloro-3-(3,5-dimethylisoxazol-4-yl)phenyl)acetamide C(N)(=N)NC(CC1=C(C(=CC=C1Cl)C=1C(=NOC1C)C)Cl)=O